(1S,3R)-3-(2-phenoxy-6-(2H-1,2,3-triazol-2-yl)-1H-imidazo[4,5-c]pyridin-1-yl)cyclohexanamine O(C1=CC=CC=C1)C=1N(C2=C(C=NC(=C2)N2N=CC=N2)N1)[C@H]1C[C@H](CCC1)N